CN1C(=NC2=C1C=CC=C2)C=2OC(=CC2)C=2C=NC=NC2 1-Methyl-2-(5-(pyrimidin-5-yl)furan-2-yl)-1H-benzo[d]imidazole